dimethyl-bis(pentamethylcyclopentadienyl)zirconium C[Zr](C1(C(=C(C(=C1C)C)C)C)C)(C1(C(=C(C(=C1C)C)C)C)C)C